NC=1C2=C(N=CN1)N(C=C2Br)[C@H]2[C@@H]([C@@H]([C@H](C2)CN2CC(C2)CNCCC2=CC=CC=C2)O)O (1R,2S,3R,5R)-3-(4-Amino-5-bromo-7H-pyrrolo[2,3-d]pyrimidin-7-yl)-5-((3-((phenethylamino)methyl)azetidin-1-yl)methyl)cyclopentane-1,2-diol